2-[4,6-bis(2,4-dimethylphenyl)-1,3,5-triazin-2-yl]-5-octoxyphenol CC1=C(C=CC(=C1)C)C1=NC(=NC(=N1)C1=C(C=C(C=C1)C)C)C1=C(C=C(C=C1)OCCCCCCCC)O